4-(2-azaspiro[3.3]heptan-6-ylmethyl)-6-(trifluoromethyl)pyridine-2-carbonitrile C1NCC12CC(C2)CC2=CC(=NC(=C2)C(F)(F)F)C#N